F[C@H](CC1=CC=C(C=C1)Br)O (R)-alpha-fluoro-4-bromobenzeneethanol